(R)-3-cyanomethyl-5-methylhexanoic acid C(#N)C[C@H](CC(=O)O)CC(C)C